C(C)(C)(C)OC(=O)C1=NC(=CC=C1C=1C=NN(C1)CC1=CC(=CC(=C1)C(C)(C)C)C(C)(C)C)N1CC2=C(C=CC=C2CC1)C(NC=1SC2=C(N1)C=CC=C2)=O 6-[8-(1,3-benzothiazol-2-ylcarbamoyl)-3,4-dihydroisoquinolin-2(1H)-yl]-3-[1-(3,5-di-tert-butylbenzyl)-1H-pyrazol-4-yl]pyridine-2-carboxylic acid tert-butyl ester